2-Methyl-1-phenyl-propane-1-one CC(C(=O)C1=CC=CC=C1)C